N6-cyclohexyl-N6-[(2,5-dimethylpyrazol-3-yl)methyl]-5-fluoro-N4-[(1-methylsulfonyl-4-piperidyl)methyl]pyrimidine-4,6-diamine C1(CCCCC1)N(C1=C(C(=NC=N1)NCC1CCN(CC1)S(=O)(=O)C)F)CC=1N(N=C(C1)C)C